(S)-3-cyclopropyl-N-((S)-2-(dimethylamino)-3-(4-hydroxyphenyl)propyl)-3-(thiazol-5-yl)propanamide C1(CC1)[C@H](CC(=O)NC[C@H](CC1=CC=C(C=C1)O)N(C)C)C1=CN=CS1